6-(4-fluoro-2-methoxy-phenyl)-5-[4-[(3S)-1-(3-fluoropropyl)pyrrolidin-3-yl]oxyphenyl]-8,9-dihydro-7H-benzo[7]annulen-2-ol FC1=CC(=C(C=C1)C1=C(C2=C(CCC1)C=C(C=C2)O)C2=CC=C(C=C2)O[C@@H]2CN(CC2)CCCF)OC